azabicyclo[3.2.0]heptan N12CCCC2CC1